COC(C1=CC=C(C=C1)OCCN1C(=NC2=C1C=CC=C2)C2=NOC(=C2)C2=CC=C(C=C2)OC)=O 4-(2-(2-(5-(4-methoxyphenyl)isoxazol-3-yl)-1H-benzo[d]imidazol-1-yl)ethoxy)benzoic acid methyl ester